6,6-difluoro-1-(3-methoxyphenyl)-3-azabicyclo[3.1.0]hexane hydrochloride Cl.FC1(C2CNCC12C1=CC(=CC=C1)OC)F